CCCCCCCCC(CCCCCCCC)OC(CCCCCCCN(CCCCCCCC(OC(CC)CCCCCCCC)=O)CCCNC1=NC(N(C1=O)C)=O)=O.N.[Mg] magnesium ammonia Heptadecan-9-yl-8-((3-((1-methyl-2,5-dioxo-2,5-dihydro-1H-imidazol-4-yl)amino)propyl)(8-oxo-8-(undecan-3-yloxy)octyl)amino)octanoate